C(#N)C1=CC=C(CNC(=O)C2=NN(C=3C(N(CCC32)CC3(CC3)S(=O)(=O)C3CC(C3)O)=O)C)C=C1 N-(4-Cyanobenzyl)-6-((1-(((1r,3r)-3-hydroxycyclobutyl)sulfonyl)cyclopropyl)methyl)-1-methyl-7-oxo-4,5,6,7-tetrahydro-1H-pyrazolo[3,4-c]pyridine-3-carboxamide